C(CCCCCCCCCCCCC)N1C(=C(C(C2=C(C=C(C=C12)OCC)OCC)=O)OCC)C1=CC(=C(C=C1)OCC)OCC N-tetradecyl-2-(3,4-diethoxyphenyl)-3,5,7-triethoxyquinolin-4-one